bromo-4-hydroxy-2-oxo-1-(2-(4-methylpiperazin-1-yl)ethyl)-1,2-dihydro-1,8-naphthyridine-3-carboxylic acid ethyl ester C(C)OC(=O)C=1C(N(C2=NC=CC(=C2C1O)Br)CCN1CCN(CC1)C)=O